C1(=CC(=CC=C1)C1N(CCC1)C(=O)C12CC(C1)(C2)NC(CC)=O)C N-(3-(2-(m-tolyl)pyrrolidine-1-carbonyl)bicyclo[1.1.1]-pentan-1-yl)propionamide